3-palmitoyl-2,4,6-trimethylbenzoyldiphenylphosphine oxide C(CCCCCCCCCCCCCCC)(=O)C=1C(=C(C(=O)P(C2=CC=CC=C2)(C2=CC=CC=C2)=O)C(=CC1C)C)C